CN(C)C=C1C(CC(CC1=O)C1=CC=C(C=C1)NC(C)=O)=O N-(4-(4-((dimethylamino)methylene)-3,5-dioxocyclohexyl)phenyl)acetamide